C(C)(C)(C)C=1C=CC(=C(C1)C1=CC=CC=C1)N1C(=NC=2C1=C1OC=3C=CC=CC3B3C1=C(C2)OC=2C=CC=CC23)C2=CC(=CC=C2)OC 13-(5-(tert-butyl)-[1,1'-biphenyl]-2-yl)-12-(3-methoxyphenyl)-13H-9,14-dioxa-11,13-diaza-4b-boracyclopenta[a]naphtho[3,2,1-de]anthracene